FC=1C=C(C=C(C1F)OC)[C@H]1[C@@H](C1)C=1C=NC(=NC1)C1=NC=CC=C1 trans-5-(2-(3,4-difluoro-5-methoxyphenyl)cyclopropyl)-2-(pyridin-2-yl)pyrimidine